COC([C@H](C(C)C)OC1=C(C=CC(=C1)C)Cl)=O.N[C@H](C(=O)NCC=1C=C2C(=NC1)N(C=C2Cl)C)C (S)-2-amino-N-((3-chloro-1-methyl-1H-pyrrolo[2,3-b]pyridin-5-yl)methyl)propionamide (S)-Methyl-2-(2-chloro-5-methylphenoxy)-3-methylbutanoate